FC(C(=O)O)(F)F.NC1CCC(CC1)CN1C(\C(\C2=CC(=C(C=C12)C(=O)NCC#CC)OC)=C/C=1NC(=CC1C)C)=O (Z)-1-(((1r,4r)-4-aminocyclohexyl)methyl)-N-(but-2-yn-1-yl)-3-((3,5-dimethyl-1H-pyrrol-2-yl)methylene)-5-methoxy-2-oxoindoline-6-carboxamide trifluoroacetate salt